C1(=CC=CC1)P(C1=CC=CC=C1)C1=CC=CC=C1 cyclopenta-1,3-dien-1-yl(diphenyl)phosphine